6-chloro-3-iodo-7-methyl-1H-indazole ClC1=CC=C2C(=NNC2=C1C)I